O=C1NC2=C3C(C=CC=CN13)=C(C=C2)N2N=CC(=C2C(F)(F)F)C(=O)NC2=CC(=NC=C2)C(F)(F)F (1-oxo-1,2-dihydro-2,9a-diazabenzo[cd]azulen-5-yl)-5-trifluoromethyl-N-(2-trifluoromethylpyridin-4-yl)-1H-pyrazole-4-carboxamide